Bis((10,11-dihydro-5H-dibenzo[a,d][7]annulen-5-ylidene)methyl)sulfane C1=CC=CC=2C(C3=C(CCC21)C=CC=C3)=CSC=C3C2=C(CCC1=C3C=CC=C1)C=CC=C2